N(C(=O)C)[C@@H]1CC[C@H](CC1)CN1CCC(CC1)C1=CN(C2=CN=CC=C21)C2=C(C(=O)N(C)C(C)C)C=C(C=C2)F 2-(3-(1-((trans-4-acetaminocyclohexyl)methyl)piperidin-4-yl)-1H-pyrrolo[2,3-c]pyridin-1-yl)-5-fluoro-N-isopropyl-N-methylbenzamide